OC([C@H](N)C(=O)O)CCCNC(N)=N 3-hydroxyhomoarginine